N-methyl-4-(2,4,4-trimethylpentan-2-yl)-N-(4-(2,4,4-trimethylpentan-2-yl)phenyl)benzenaminium C[NH+](C1=CC=C(C=C1)C(C)(CC(C)(C)C)C)C1=CC=C(C=C1)C(C)(CC(C)(C)C)C